C(C1=CC=CC=C1)(C1=CC=CC=C1)N1[C@@H]([C@@H]1C1COC1)C(=O)OCC ethyl (2S,3S)-1-benzhydryl-3-(oxetan-3-yl)aziridine-2-carboxylate